tosylic anhydride S(=O)(=O)(C1=CC=C(C)C=C1)OS(=O)(=O)C1=CC=C(C)C=C1